ClC1=CC(=C(C(=C1)F)CN)F (4-chloro-2,6-difluoro-phenyl)methan-amine